BrC1=CC=2C3=C(C(N(C2C=C1F)C)=O)OCC([C@@H](N3)C3CC3)(F)F (2S)-10-bromo-2-cyclopropyl-3,3,9-trifluoro-7-methyl-2,4-dihydro-1H-[1,4]oxazepino[2,3-c]quinolin-6-one